methyl 2-((4-(7-(((2S,5R)-5-aminotetrahydro-2H-pyran-2-yl)methyl)-2,7-diazaspiro[3.5]nonan-2-yl)pyrimidin-5-yl)oxy)-5-fluorobenzoate, hydrochloride Cl.N[C@@H]1CC[C@H](OC1)CN1CCC2(CN(C2)C2=NC=NC=C2OC2=C(C(=O)OC)C=C(C=C2)F)CC1